N-{4-Methyl-3-[5-(morpholin-4-yl)-6-(prop-1-yn-1-yl)pyridin-3-yl]phenyl}-2-(trifluoromethyl)pyridine-4-carboxamide CC1=C(C=C(C=C1)NC(=O)C1=CC(=NC=C1)C(F)(F)F)C=1C=NC(=C(C1)N1CCOCC1)C#CC